CCCCCC(CCC)CO Nonan-6-ylmethanol